FC(C1=CC=NO1)F 5-(Difluoromethyl)Isoxazol